5,5'-(butane-1,4-diyl)bis(N-(2-chloro-5-methoxybenzyl)-1,3,4-thiadiazole-2-carboxamide) C(CCCC1=NN=C(S1)C(=O)NCC1=C(C=CC(=C1)OC)Cl)C1=NN=C(S1)C(=O)NCC1=C(C=CC(=C1)OC)Cl